Cl.C1(CC1)C1=CC=C(C=C1)NC(=O)[C@@H]1NCCCC1 (R)-N-(4-cyclopropylphenyl)piperidine-2-carboxamide hydrochloride